C1(=CC=CC=C1)C1(CC1)C1=CC=CC=C1 (1S,2S)-3,3-diphenylcyclopropane